1-{[2-(2,4-Difluoro-3-hydroxyphenyl)-1,3-thiazol-5-yl]methyl}-3-methyl-1,2,3,4-tetrahydropyrimidine-2,4-dione FC1=C(C=CC(=C1O)F)C=1SC(=CN1)CN1C(N(C(C=C1)=O)C)=O